C(C)OC(=O)[C@@]1(C[C@@H]([C@@H](C1)C)O)CC1=CC(=CC=C1)C1=NC=C(C=N1)F |o1:5,7,8| (1R*,3S*,4R*)-1-(3-(5-fluoropyrimidin-2-yl)benzyl)-3-hydroxy-4-methylcyclopentane-1-carboxylic acid ethyl ester